N-ethyl-5-fluoro-2-[6-(1-{1-[4-(2-hydroxyethyl)piperazin-1-yl]-4-methylpentan-3-yl}azetidin-3-yl)-3-methylimidazo[1,5-a]pyridin-8-yl]-N-(isopropyl)benzamide C(C)N(C(C1=C(C=CC(=C1)F)C=1C=2N(C=C(C1)C1CN(C1)C(CCN1CCN(CC1)CCO)C(C)C)C(=NC2)C)=O)C(C)C